(1aR,5aR)-2-(4-Fluoro-phenyl)-1a,2,5,5a-tetrahydro-1H-2,3-diaza-cyclopropa[a]pentalene-4-carboxylic acid (4-hydroxymethyl-tetrahydro-pyran-4-yl)-amide OCC1(CCOCC1)NC(=O)C=1C=2C[C@@H]3[C@H](C2N(N1)C1=CC=C(C=C1)F)C3